BrC1=NC=C(C=C1[N+](=O)[O-])F 2-bromo-5-fluoro-3-nitro-pyridine